FC1(CCCCC1)CNC=1N=CC2=C(N1)NC=C2C2=CC1=C(C(NCCO1)=O)C=C2 8-(2-(((1-fluorocyclohexyl)methyl)amino)-7H-pyrrolo[2,3-d]pyrimidin-5-yl)-3,4-dihydrobenzo[f][1,4]oxazepin-5(2H)-one